FC1=C2C(NC(N(C2=CC=C1)CC1=CC(=C(C=C1)F)C(=O)N1CCN(CC1)C1=CC=C(C=C1)NC1=NC=C2C(=N1)N(N(C2=O)C)C2=NC=CC=C2)=O)=O 5-fluoro-1-[[4-fluoro-3-[4-[4-[[2-methyl-3-oxo-1-(2-pyridyl)pyrazolo[3,4-d]pyrimidin-6-yl]amino]phenyl]piperazine-1-carbonyl]phenyl]methyl]quinazoline-2,4-dione